cyclohexylmethylene(cyclopentadiene) C1(CCCCC1)C=C1C=CC=C1